C(C)(C)(C)OC(=O)N1CC(CCC1)CS(=O)C 3-(methylsulfinylmethyl)piperidine-1-carboxylic acid tert-butyl ester